N1=C(C=NC=C1)C1CC=NN1C(=O)C12CC(C1)(C2)COC2=NC=C(C#N)C=C2 6-((3-(5-(pyrazin-2-yl)-4,5-dihydro-1H-pyrazole-1-carbonyl)bicyclo[1.1.1]pentan-1-yl)methoxy)nicotinonitrile